methyl 2-bromo-4-methoxybutyrate BrC(C(=O)OC)CCOC